C(CCCCCCCCCCC)[Se]C12CCC(CC2(C(CC(C1)=O)C)C)C(=C)C 8a-(dodecylseleno)-4,4a-dimethyl-6-(prop-1-en-2-yl)-4,4a,5,6,7,8-hexahydronaphthalen-2-one